FC=1C=CC(=NC1)CNC(=O)NC1=CC=C(C=C1)[C@@H]1C=2N(CCC1)C=NC2 |o1:18| rel-(R)-1-[(5-fluoropyridin-2-yl)methyl]-3-(4-[5,6,7,8-tetrahydroimidazo[1,5-a]pyridin-8-yl]phenyl)urea